2-(1-Benzofuran-5-yl)-5-[(5-methoxypyridin-2-yl)methoxy]-1,3-benzoxazole O1C=CC2=C1C=CC(=C2)C=2OC1=C(N2)C=C(C=C1)OCC1=NC=C(C=C1)OC